ClC1=CC(=NC=2N1N=CC2C(C)C)C=2C=NC=CC2 7-chloro-3-isopropyl-5-(3-pyridyl)pyrazolo[1,5-a]Pyrimidine